FC1(CC(C1)N1C(=NN=C1)C1=CC=CC(=N1)N1CC=2C(=NC(=CC2C1=O)N(C)C(C)C)COC(NC)=O)F ((2-(6-(4-(3,3-difluorocyclobutyl)-4H-1,2,4-triazol-3-yl)pyridin-2-yl)-6-(isopropyl (Methyl)amino)-1-oxo-2,3-dihydro-1H-pyrrolo[3,4-c]pyridin-4-yl)methyl)(methyl)carbamate